2-bromo-1-(2-methoxymethoxy-5-pentyloxy-phenyl)-1-phenyl-ethylene BrC=C(C1=CC=CC=C1)C1=C(C=CC(=C1)OCCCCC)OCOC